CN1N=CC(=C1C)CC=O 2-(1,5-dimethyl-1H-pyrazol-4-yl)acetaldehyde